2-(4-isopropyl-3-methoxyphenyl)-2,3,4,9-tetrahydro-1H-pyrido[3,4-b]indole-7-d C(C)(C)C1=C(C=C(C=C1)N1CC=2NC3=CC(=CC=C3C2CC1)[2H])OC